7-[4-(1H-pyrazol-1-yl)piperidin-1-yl]-3-oxa-9-azabicyclo[3.3.1]nonane-9-carboxylic acid methyl ester COC(=O)N1C2COCC1CC(C2)N2CCC(CC2)N2N=CC=C2